C(CCC)[C-]1C=CC=C1.[C-]1(C=CC=C1)CCCC.[Fe+2] 1,1'-dibutyl-ferrocene